3-Amino-5-methylfuro[3,2-c]pyridin-4(5H)-one trifluoromethanesulfonate FC(S(=O)(=O)O)(F)F.NC1=COC2=C1C(N(C=C2)C)=O